3-(4-fluorophenyl)-1H-pyrazole-5-carboxamide FC1=CC=C(C=C1)C1=NNC(=C1)C(=O)N